Cl.Cl.C(C)N(CCN(CC)CC)CC N,N,N',N'-tetraethyl-ethan-1,2-diamine dihydrochloride